C(C)O[C@H](C(F)(F)F)C1=C(C=C(C=C1)[C@@H](CC(=O)O)CC)NC=1C=NC(=NC1)CC (R)-3-(4-((S)-1-ethoxy-2,2,2-trifluoroethyl)-3-((2-ethylpyrimidin-5-yl)amino)phenyl)pentanoic acid